tert-butyl 4-(4,5-dichloro-2-hydroxybenzoyl)-3-methylpiperidine-1-carboxylate ClC1=CC(=C(C(=O)C2C(CN(CC2)C(=O)OC(C)(C)C)C)C=C1Cl)O